C(C)(C)(C)OC(\C=C\C1=CC2=C(NC(C(CN2)(C)C)=O)N=C1)=O (E)-3-(3,3-dimethyl-4-oxo-2,3,4,5-tetrahydro-1H-pyrido[2,3-b][1,4]diazepine-8-Yl)acrylic acid tert-butyl ester